CC=1C=C2C=CN(C2=CC1)C1=C(N)C=CC=C1 2-(5-methyl-1H-indol-1-yl)aniline